N1=CC=C(C=C1)C=1NC2=NC(=NC=C2N1)C(=O)[O-] 8-(pyridin-4-yl)-9H-purine-2-carboxylate